ClC=1C=C(C=C(C1)Cl)S(=O)(=O)N1CC(C1)C(=O)O 1-(3,5-dichlorobenzenesulfonyl)azetidine-3-carboxylic acid